1-[(2-hydroxyethyl)amino]-2-nitrobenZene OCCNC1=C(C=CC=C1)[N+](=O)[O-]